BrC1=CC(=C(C=C1C)C(C(F)(F)F)(C)O)OC 2-(4-bromo-2-methoxy-5-methyl-phenyl)-1,1,1-trifluoro-propan-2-ol